CS(=O)(=O)[O-].C(C)[N+](CCCCCCCCCCCCCCCCCC)(C)C ethyl-dimethyl-stearylammonium methanesulfonate